C1=CC=CC=2C3=CC=CC=C3C(C12)COC(N[C@H](C(NCC(NCO[C@@H](C(=O)OCC1=CC=CC=C1)C)=O)=O)CC1=CC=C(C=C1)O)=O benzyl (5S,13R)-1-(9H-fluoren-9-yl)-5-(4-hydroxybenzyl)-13-methyl-3,6,9-trioxo-2,12-dioxa-4,7,10-tri-azatetradecan-14-oate